ClC1=CC=C(C=C1)C1=N[C@H](C=2N(C3=C1C(=C(S3)C)C)C(=NN2)C)CC(=O)NCCCCCNC(=O)C2=CC=3C=NC=CC3N2 (6S)-4-(4-chlorophenyl)-N-[5-(1H-pyrrolo[3,2-c]pyridine-2-carboxamido)pentyl]-2,3,9-trimethyl-6H-thieno[3,2-f][1,2,4]triazolo[4,3-a][1,4]diazepine-6-acetamide